NC1=NN(C=C1C=1C=2N(C=C(N1)Br)N=CN2)C2(CC(C2)C#N)CC#N (1r,3r)-3-(3-amino-4-(6-bromo-[1,2,4]triazolo[1,5-a]pyrazin-8-yl)-1H-pyrazol-1-yl)-3-(cyanomethyl)cyclobutane-1-carbonitrile